alpha-Tocopherol succinate CC1=C(C(=C(C2=C1O[C@](CC2)(C)CCC[C@H](C)CCC[C@H](C)CCCC(C)C)C)OC(=O)CCC(=O)O)C